2-((3'-(4-Chloro-2-fluorobenzyloxy)biphenyl-4-yl)methyl)-1-((tetrahydrofuran-2-yl)methyl)-1H-benzo[d]imidazol ClC1=CC(=C(COC=2C=C(C=CC2)C2=CC=C(C=C2)CC2=NC3=C(N2CC2OCCC2)C=CC=C3)C=C1)F